(S)-6-oxo-3-(trifluoromethyl)-5,6,6a,7,9,10-hexahydro-8H-pyrazino[1,2-a]pyrido[3,2-e]pyrazine-8-carboxylate O=C1[C@H]2N(C3=C(N1)C=C(C=N3)C(F)(F)F)CCN(C2)C(=O)[O-]